CCC[C@@H](C(=O)OCC)N[C@@H](C)C(=O)N1[C@H]2CCCC[C@H]2C[C@H]1C(=O)O The molecule is an alpha-amino acid ester that is the ethyl ester of N-{(2S)-1-[(2S,3aS,7aS)-2-carboxyoctahydro-1H-indol-1-yl]-1-oxopropan-2-yl}-L-norvaline It has a role as an EC 3.4.15.1 (peptidyl-dipeptidase A) inhibitor and an antihypertensive agent. It is an alpha-amino acid ester, a dicarboxylic acid monoester, an organic heterobicyclic compound and an ethyl ester. It is a conjugate acid of a perindopril(1-).